C1(CC1)C1=C(C(=NO1)C1=C(C=CC=C1Cl)Cl)COC1CN(C1)C1=CC=C(C#N)C=C1 4-(3-((5-cyclopropyl-3-(2,6-dichlorophenyl)isoxazol-4-yl)methoxy)azetidin-1-yl)-benzonitrile